(3R,4R)-3-amino-4-hydroxycyclopentane-1-carboxylic acid methyl ester COC(=O)C1C[C@H]([C@@H](C1)O)N